1-[3-(triethoxysilyl)propyl]-3,3'-pentamethylenebis(1,2,4-triazole) C(C)O[Si](CCCC(CCCCC1=NNC=N1)C1=NNC=N1)(OCC)OCC